2,4,8,10-tetra-t-butyl-6-[3-(3,5-di-t-butyl-4-hydroxyphenyl)propionyloxy]-dibenzo[d,f][1,3,2]dioxaphosphepin C(C)(C)(C)C1=CC2=C(OP(OC3=C2C=C(C=C3C(C)(C)C)C(C)(C)C)OC(CCC3=CC(=C(C(=C3)C(C)(C)C)O)C(C)(C)C)=O)C(=C1)C(C)(C)C